tert-butyl (2S)-4-{4-amino-7-methyl-7H-pyrrolo[2,3-d]pyrimidin-6-yl}-2-methylpyrrolidine-1-carboxylate NC=1C2=C(N=CN1)N(C(=C2)C2C[C@@H](N(C2)C(=O)OC(C)(C)C)C)C